Cyclooctyl chloride C1(CCCCCCC1)Cl